O1C(=NN=C1)C=1N=C2C=CC3=C(N=C(N=C3C3=CC=C(C=C3)CO)C(C(F)(F)F)(F)F)N2C1 (4-(8-(1,3,4-oxadiazol-2-yl)-2-(perfluoroethyl)imidazo[1',2':1,6]pyrido[2,3-d]pyrimidin-4-yl)phenyl)methanol